3-amino-1-cyclopropyl-pyridin-2-one HCl Cl.NC=1C(N(C=CC1)C1CC1)=O